5-(3-((1-(4-(4-chloro-1,2-bis(4-hydroxyphenyl)but-1-en-1-yl)phenyl)piperidin-4-yl)methyl)-3,8-diazabicyclo[3.2.1]octan-8-yl)-2-(2,6-dioxopiperidin-3-yl)-6-fluoroisoindoline-1,3-dione ClCCC(=C(C1=CC=C(C=C1)O)C1=CC=C(C=C1)N1CCC(CC1)CN1CC2CCC(C1)N2C=2C=C1C(N(C(C1=CC2F)=O)C2C(NC(CC2)=O)=O)=O)C2=CC=C(C=C2)O